ClC1=CC=C(C(=N1)C(=O)O)N[C@@H](C)C=1C=C(C=C2C(N(C(=NC12)N1CC(C1)(F)F)C)=O)C (S)-6-chloro-3-((1-(2-(3,3-difluoroazetidin-1-yl)-3,6-dimethyl-4-oxo-3,4-dihydroquinazolin-8-yl)ethyl)amino)picolinic acid